BrC1=NC=C(C(=C1)N1C(C(=C(C=C1C)OCC1=NC=C(C=C1F)F)Cl)=O)C 2'-bromo-3-chloro-4-[(3,5-difluoropyridin-2-yl)methoxy]-5',6-dimethyl-[1,4'-bipyridin]-2-one